3-(4-Cyanophenyl)-1-[4-(5-hydroxypyridin-2-yl)-piperazin-1-yl]-propan-1-one C(#N)C1=CC=C(C=C1)CCC(=O)N1CCN(CC1)C1=NC=C(C=C1)O